FC1=C(C=C2C=C(N=CC2=C1)NC(OC1CC2(C1)CCN(CC2)C)=O)C=2C=NC=1CCCNC1C2C 7-Methyl-7-azaspiro[3.5]nonan-2-yl (7-fluoro-6-(4-methyl-5,6,7,8-tetrahydro-1,5-naphthyridin-3-yl)isoquinolin-3-yl)carbamate